4'-Fluoro-1'-(4-iodo-1-methyl-1H-pyrazol-5-yl)spiro[cyclopentane-1,3'-indolin]-2'-one FC1=C2C3(C(N(C2=CC=C1)C1=C(C=NN1C)I)=O)CCCC3